N1C(=CC2=C(C(=C(C(=C12)[2H])[2H])[2H])O)[2H] 1H-indol-2,5,6,7-d4-4-ol